(R)-3-methyl-N-(1-methyl-6-((5-(trifluoromethyl)pyridin-2-yl)oxy)-1H-benzo[d]imidazol-4-yl)-2-oxoimidazolidine-4-carboxamide CN1C(NC[C@@H]1C(=O)NC1=CC(=CC=2N(C=NC21)C)OC2=NC=C(C=C2)C(F)(F)F)=O